(3,4-dihydro-2-(phenyl-methyl)-2H-1-benzopyran-6-yl)methyl-thiazolidine-2,4-dione C1(=CC=CC=C1)CC1OC2=C(CC1)C=C(C=C2)CN2C(SCC2=O)=O